5-(2-cyclopropyl-8-(3,3-difluoro-4,4-dimethylpyrrolidin-1-yl)-3-fluoroimidazo[1,2-b]pyridazin-6-yl)pyrimidine-2,4(1H,3H)-dione C1(CC1)C=1N=C2N(N=C(C=C2N2CC(C(C2)(C)C)(F)F)C=2C(NC(NC2)=O)=O)C1F